1,1'-(3,3'-ditrifluoromethoxy[1,1'-biphenyl]-4,4'-diyl)bis{4-hydroxy-3-[(E)-diazenyl]naphthalene-1-sulfonic acid} FC(OC=1C=C(C=CC1C1(CC(=C(C2=CC=CC=C12)O)\N=N\[H])S(=O)(=O)O)C1=CC(=C(C=C1)C1(CC(=C(C2=CC=CC=C12)O)\N=N\[H])S(=O)(=O)O)OC(F)(F)F)(F)F